6-chloro-7-(3-hydroxy-7-fluoro-8-ethynylnaphthyl)-8-fluoro-4-(3,8-diazabicyclo[3.2.1]octan-3-yl)-2-(((S)-1-methylpyrrolidin-2-yl)methoxy)pyridine ClC1=CC(=CC(=N1)OC[C@H]1N(CCC1)C)N1CC2C(CC(C1)N2F)C2=CC(=CC1=CC=C(C(=C21)C#C)F)O